FC1=CC(=CC2=CN(N=C12)C)N=C(C1=CC=CC=C1)C1=CC=CC=C1 (7-fluoro-2-methyl-indazol-5-yl)-1,1-diphenyl-methanimine